C(CCCCC)NC(=O)[C@@H]1CN(C[C@@H]1CCCCCCCC)C(=O)OC(C)(C)C |o1:9,13| tert-butyl (3S*,4R*)-3-(hexylcarbamoyl)-4-octylpyrrolidine-1-carboxylate